FC1=C(C=CC(=C1)F)C1=C(C(=CN1S(=O)(=O)C=1C=NC(=CC1)C)CO)OC (5-(2,4-Difluorophenyl)-4-methoxy-1-((6-methylpyridin-3-yl)sulfonyl)-1H-pyrrol-3-yl)methanol